COC1=CC=C(C=C1)CN1N=CC(=C1)B1OC(C(O1)(C)C)(C)C 1-[(4-methoxyphenyl)methyl]-4-(4,4,5,5-tetramethyl-1,3,2-dioxaborolan-2-yl)pyrazole